N[C@H]1CS(C2=C(N(C1=O)CC1=CC=C(C=C1)Cl)C=C(C(=C2)F)C2=NN=C(O2)C2(CCN(CC2)C(=O)OC)OC)(=O)=O methyl 4-[5-[(3R)-3-amino-5-[(4-chlorophenyl)methyl]-8-fluoro-1,1,4-trioxo-2,3-dihydro-1lambda6,5-benzothiazepin-7-yl]-1,3,4-oxadiazol-2-yl]-4-methoxy-piperidine-1-carboxylate